ClC1=C(C=C(C=C1O)O)C(\C=C\C=1C(=NC2=CC=CC=C2C1)Cl)=O 1-(2-chloro-3,5-dihydroxyphenyl)-3-(2-chloroquinolin-3-yl)-(2E)-2-propen-1-one